(S)-5,7-dihydrospiro[cyclopenta[b]pyridine-6,4'-piperidin]-7-amine N1CCC2(CC1)CC=1C(=NC=CC1)[C@H]2N